2-(2-hydroxypropane-2-yl)quinazoline OC(C)(C)C1=NC2=CC=CC=C2C=N1